CC1=C(C=CC=C1)C methyl-methylbenzene